FC(C1=C(C(=CC(=C1)C)OC)C=1C=CC=2C(=NC(=CN2)[C@H]2CN(CCC2)C)N1)F 6-[2-(difluoromethyl)-6-methoxy-4-methyl-phenyl]-3-[(3R)-1-methyl-3-piperidyl]pyrido[2,3-b]pyrazine